tert-butyl 3-(2-((6-chloropyridazin-3-yl)oxy)ethyl)-3,6-diazabicyclo[3.1.1]heptane-6-carboxylate ClC1=CC=C(N=N1)OCCN1CC2N(C(C1)C2)C(=O)OC(C)(C)C